CC(C(=O)C1=CC=C(C=C1)SC)(C)N1CCOCC1 2-methyl-1-[4-(methylsulfanyl)phenyl]-2-morpholinopropane-1-one